4-(4-ethylphenoxy)phenyl-diazonium C(C)C1=CC=C(OC2=CC=C(C=C2)[N+]#N)C=C1